((2,6-dimethyl-pyrimidin-4-yl)amino)-N-ethoxy-4-((5-fluoro-2-methoxy-3-(5-methyl-pyrazin-2-yl)phenyl)-amino)nicotinamide CC1=NC(=CC(=N1)NC1=C(C(=O)NOCC)C(=CC=N1)NC1=C(C(=CC(=C1)F)C1=NC=C(N=C1)C)OC)C